Methyl 1-(6-chloropyridazin-4-yl)-4-methoxypiperidine-4-carboxylate ClC1=CC(=CN=N1)N1CCC(CC1)(C(=O)OC)OC